C(C)OC(=O)C1(CCC1)C(=O)O cyclobutane-1,1-dicarboxylic acid monoethyl ester